2,4-dimethyl-pyrrole-3-carboxylic acid ethyl ester C(C)OC(=O)C1=C(NC=C1C)C